OCCC(C(C)=O)C1(CC=CC=C1)OCC 2-hydroxy-ethyl-1-ethoxyphenyl-propanone